CC1(C2(NC3=CC=CC=C13)OC1=C(C=C2)C=C(C=C1)[N+](=O)[O-])C 3',3'-dimethyl-6-nitrospiro[2H-1-benzopyran-2,2'-indoline]